COC1=C(C=C(C(=O)NC)C=C1)NC1=NNC2=CC(=CC=C12)[C@@H]1C[C@@]12C(NC1=CC=C(C=C21)OC)=O 4-methoxy-3-({6-[(1R,2S)-5'-methoxy-2'-oxo-1',2'-dihydrospiro[cyclopropane-1,3'-indol]-2-yl]-1H-indazol-3-yl}amino)-N-methylbenzamide